azaindolide [N-]1N=CC2=CC=CC=C12